FC(OC1=CC=C2C(CCC(C2=C1)=O)(C)C)F 7-(difluoromethoxy)-4,4-dimethyl-3,4-dihydronaphthalen-1(2H)-one